COCC1=CC=C(C=C1)COC 1,4-bismethoxymethyl-benzene